BrC(C(=O)NCCC)(Br)Br 2,2,2-tribromo-N-propylacetamide